COC1=C(C=C(C=C1)N1N=CC(=C1)C(=O)OCC)[N+](=O)[O-] ethyl 1-(4-methoxy-3-nitrophenyl)-1H-pyrazole-4-carboxylate